(ethyl 5-(chloromethyl)-2-methoxybenzyl)(methyl)phosphinate C(C)C(C1=C(C=CC(=C1)CCl)OC)P([O-])(=O)C